BrC1=CN=C2CC(CN(C2=C1)C1=CC=C(C=C1)C(F)(F)F)CO (7-bromo-1-(4-(trifluoromethyl)phenyl)-1,2,3,4-tetrahydro-1,5-naphthyridin-3-yl)methanol